methyl 1-((5-(1-(2,6-dichlorophenyl)azetidin-3-yl)pyridin-2-yl)methyl)piperidine-4-carboxylate ClC1=C(C(=CC=C1)Cl)N1CC(C1)C=1C=CC(=NC1)CN1CCC(CC1)C(=O)OC